(+/-)-N-(4-{[3-(4-cyano-3-methylphenyl)-1-{[2-(trimethylsilyl)ethoxy]methyl}-1H-pyrrolo[2,3-b]pyridin-4-yl]oxy}-3,5-difluorophenyl)-N'-[(1R)-1-(oxetan-3-yl)ethyl]urea C(#N)C1=C(C=C(C=C1)C1=CN(C2=NC=CC(=C21)OC2=C(C=C(C=C2F)NC(=O)N[C@H](C)C2COC2)F)COCC[Si](C)(C)C)C |r|